Stearyl ether stearate C(CCCCCCCCCCCCCCCCC)(=O)O.C(CCCCCCCCCCCCCCCCC)OCCCCCCCCCCCCCCCCCC